6-allylpyridazine-3-carbonitrile C(C=C)C1=CC=C(N=N1)C#N